1-(3,4-DICHLOROPHENYL)-6-(METHOXYMETHYL)-3-AZABICYCLO[4.1.0]HEPTANE ClC=1C=C(C=CC1Cl)C12CNCCC2(C1)COC